C1(=CC=C(C=C1)CN1C2=C(C=C1)SC(=C2C(=O)NC2CC1(CC(C1)C(=O)O)C2)Cl)C2=CC=CC=C2 6-(4-([1,1'-biphenyl]-4-ylmethyl)-2-chloro-4H-thieno[3,2-b]pyrrole-3-carboxamido)spiro[3.3]heptane-2-carboxylic acid